N-(2-fluoro-3-(7-fluoro-3-(1H-imidazol-2-yl)-1H-indazol-6-yl)phenyl)-1,3-dimethyl-1H-pyrazole-4-sulfonamide FC1=C(C=CC=C1C1=CC=C2C(=NNC2=C1F)C=1NC=CN1)NS(=O)(=O)C=1C(=NN(C1)C)C